N-ethyl-piperidinium trifluoromethanesulfonate FC(S(=O)(=O)[O-])(F)F.C(C)[NH+]1CCCCC1